FC=1C(=NC=CC1)C1=C(C(=NC=2CC(CCC12)C1=C(N=CS1)C)N1CC2(CN(C2)C(C=C)=O)CC1)C#N 4-(3-fluoro-2-pyridinyl)-7-(4-methyl-1,3-thiazol-5-yl)-2-(2-(2-propenoyl)-2,6-diazaspiro[3.4]octan-6-yl)-5,6,7,8-tetrahydro-3-quinolinecarbonitrile